1-(4-(6-((4-(6-(benzofuran-3-yl)imidazo[1,2-a]pyridin-3-yl)pyrimidin-2-yl)amino)pyridin-3-yl)piperazin-1-yl)ethan-1-one O1C=C(C2=C1C=CC=C2)C=2C=CC=1N(C2)C(=CN1)C1=NC(=NC=C1)NC1=CC=C(C=N1)N1CCN(CC1)C(C)=O